FC(F)(F)N1N=CN=C1 (trifluoromethyl)-1H-1,2,4-triazole